COC(=O)[C@@H]1N(C(SC1)C(C)(C)C)C=O (4S)-2-tert-butyl-3-formyl-thiazolidine-4-carboxylic acid methyl ester